N=S1(CCN(CC1)C1=CC=C(C=C1)[N+](=O)[O-])=O 1-imino-4-(4-nitrophenyl)-1λ6-thiomorpholine 1-oxide